C(C)OC(CCCN1C(N(CC1=O)C)=N)=O 4-(2-imino-3-methyl-5-oxoimidazolidin-1-yl)butyric acid ethyl ester